2-thia-6-oxaspiro[3.4]octane C1SCC12COCC2